Cl.N[C@H](C)C1=CC(=CS1)C(N)=N (R)-5-(1-aminoethyl)thiophene-3-carboximidamide HCl salt